2-((2-bromophenyl)(phenylamino)methyl)cyclohexan-1-one BrC1=C(C=CC=C1)C(C1C(CCCC1)=O)NC1=CC=CC=C1